ethyl 2,7-dimethyl-6-(3-(trifluoromethyl)-7,8-dihydro-1,6-naphthyridin-6(5H)-yl)imidazo[1,2-b]pyridazine-3-carboxylate CC=1N=C2N(N=C(C(=C2)C)N2CC=3C=C(C=NC3CC2)C(F)(F)F)C1C(=O)OCC